C[C@@H](C1=CC=CC=C1)C(=O)O (S)-(+)-2-phenylpropionic acid